CC(C(=O)O)CCCCCC\C=C/C\C=C/CCCCC.C(CCCCCCC\C=C/C\C=C/CCCCC)(=O)OC methyl linoleate (methyl linoleate)